CP(O)(O)=O.CP(O)(O)=O methylphosphonic acid (methylphosphonate)